4-fluoro-2-(1-methyl-1H-benzimidazol-5-yl)phenol FC1=CC(=C(C=C1)O)C1=CC2=C(N(C=N2)C)C=C1